C(N)(OC(C)(C)C)=O tert-butyl (51e)-carbamate